1-(2-trimethylsilylethoxymethyl)pyrrolo[3,2-b]Pyridin-6-amine C[Si](CCOCN1C=CC2=NC=C(C=C21)N)(C)C